[N+](=O)([O-])C1=CC=C(OC=2C=C(OC3=C(C=CC=C3)/C(/C(=O)OC)=C\OC)C=CC2)C=C1 methyl (E)-2-[2-[3-(4-nitrophenoxy)phenoxy]phenyl]-3-methoxyacrylate